CN(C)C1=C(C=CC=C1)B(O)O 2-(N,N'-dimethylamino)phenylboronic acid